O[C@@H](C=1C=C(C(=O)O)C=C(N1)C(NC)=O)C1=CC=CC=C1 |r| (+/-)-2-(hydroxy(phenyl)methyl)-6-(methylcarbamoyl)isonicotinic acid